(S)-2-methyl-2-(2,2,2-trifluoroacetamido)butanoic acid C[C@@](C(=O)O)(CC)NC(C(F)(F)F)=O